urea triborate B(O)(O)O.B(O)(O)O.B(O)(O)O.NC(=O)N